FC1=C(C=CC(=C1F)NS(=O)(=O)CC1=CC=CC=C1)C1=CC2=C(N=C(N=C2)N[C@@H]2CN(CCC2)C(=O)OC(C)(C)C)N(C1=O)CC tert-Butyl (S)-3-((6-(2,3-difluoro-4-((phenylmethyl)sulfonamido)phenyl)-8-ethyl-7-oxo-7,8-dihydropyrido[2,3-d]pyrimidin-2-yl)amino)piperidine-1-carboxylate